C(C)(C)(C)[Si](C1=CC=CC=C1)(C1=CC=CC=C1)OC1=C(C(=CC(=C1)I)OC)OC tert-butyl(5-iodo-2,3-dimethoxyphenoxy)diphenylsilane